BrC1=CC=C(CNC(CNCC=2SC(=CC2)Br)=O)C=C1 N-(4-bromobenzyl)-2-(((5-bromothiophen-2-yl)methyl)amino)acetamide